9-[1-[[6-chloro-2-(1-methylpyrazol-4-yl)-3-pyridinyl]amino]ethyl]-3-[1-(2-hydroxyacetyl)-4-piperidinyl]-4,7-dimethyl-pyrazolo[3,4-c]isoquinolin-5-one ClC1=CC=C(C(=N1)C=1C=NN(C1)C)NC(C)C=1C=2C3=C(N(C(C2C=C(C1)C)=O)C)N(N=C3)C3CCN(CC3)C(CO)=O